FC1=CC=C(C=C1)N1N=CC2=C1C=C1CCN(C[C@]1(C2)C(=O)C=2SC=CN2)S(=O)(=O)C=2C=NC=C(C2)N2CCCCC2 (R)-(1-(4-fluorophenyl)-6-((5-(piperidin-1-yl)pyridin-3-yl)sulfonyl)-4,4a,5,6,7,8-hexahydro-1H-pyrazolo[3,4-g]isoquinolin-4a-yl)(thiazol-2-yl)methanone